5-(4-(3-(3-(tert-butyl)-1-phenyl-1H-pyrazol-5-yl)ureido)-3-(methylthio)phenoxy)-N-methylnicotinamide C(C)(C)(C)C1=NN(C(=C1)NC(NC1=C(C=C(OC=2C=NC=C(C(=O)NC)C2)C=C1)SC)=O)C1=CC=CC=C1